3-bromo-4-chloro-1-(2-chloro-4-nitrophenyl)-1H-pyrazole-5-carboxylic acid BrC1=NN(C(=C1Cl)C(=O)O)C1=C(C=C(C=C1)[N+](=O)[O-])Cl